3-(Methoxymethyl)-1-(4-((2-oxopyridin-1(2H)-yl)methyl)benzyl)-1H-pyrazole-4-carboxylic acid COCC1=NN(C=C1C(=O)O)CC1=CC=C(C=C1)CN1C(C=CC=C1)=O